BrC1=CC=2N=CN=C(C2N=C1Cl)NC1=CC(=C(C=C1)OC=1C=NC(=CC1)CC)C 7-bromo-6-chloro-N-(4-((6-ethylpyridin-3-yl)oxy)-3-methylphenyl)pyrido[3,2-d]pyrimidin-4-amine